NC1=C(C(=NN1C1CC1)C1=CC=C(C=C1)Br)C#N 5-Amino-3-(4-bromophenyl)-1-cyclopropyl-pyrazole-4-carbonitrile